[Si](C)(C)(C(C)(C)C)OC1C=2N(CCCC1)N=CC2C2=NC(=NC=C2Cl)N[C@H]2[C@@H](COCC2)O (3S,4R)-4-((4-(4-((tert-butyldimethylsilyl)oxy)-5,6,7,8-tetrahydro-4H-pyrazolo[1,5-a]azepin-3-yl)-5-chloropyrimidin-2-yl)amino)tetrahydro-2H-pyran-3-ol